(1R,5S)-2-oxo-3-azabicyclo[3.1.0]hexane-3-carboxylic acid tert-butyl ester C(C)(C)(C)OC(=O)N1C([C@@H]2C[C@@H]2C1)=O